C(C1=CC=CC=C1)OC1=C([N+](=CC2=C(C=C(C=C12)F)Br)[O-])C(=O)OC 4-(Benzyloxy)-8-bromo-6-fluoro-3-(methoxycarbonyl)isoquinoline 2-oxide